CC(CC(=O)O)(C)C1=C(C(C(=C(C1=O)C)C)=O)C 3-methyl-3-(2,4,5-trimethyl-3,6-dioxocyclohex-1,4-dien-1-yl)butyric acid